2-cyanophenyl 1-(8-fluoro-7-(8-fluoronaphthalen-1-yl)-2-((hexahydro-1H-pyrrolizin-7a-yl)methoxy)pyrido[4,3-d]pyrimidin-4-yl)piperidine-4-carboxylate FC1=C(N=CC2=C1N=C(N=C2N2CCC(CC2)C(=O)OC2=C(C=CC=C2)C#N)OCC21CCCN1CCC2)C2=CC=CC1=CC=CC(=C21)F